methyl 5-(N-acetyl-S-methyl-sulfonimidoyl)benzothiophene-2-carboxylate C(C)(=O)N=S(=O)(C)C=1C=CC2=C(C=C(S2)C(=O)OC)C1